2-(((3-Butyl-3-methyl-7-(methylsulfanyl)-1,1-dioxido-5-phenyl-2,3,4,5-tetrahydro-1,5-benzothiazepin-8-yl)methyl)thio)acetic acid ethyl ester C(C)OC(CSCC1=CC2=C(N(CC(CS2(=O)=O)(C)CCCC)C2=CC=CC=C2)C=C1SC)=O